C(C)N=C=NCCCN(C)C 1-ethyl-(dimethylaminopropyl)carbodiimide